ClC=1C=C(C=CC1C1CCC(CC1)(C)O)C[C@H](CN1CC2(CS(C2)(=O)=O)CC1)C 6-((R)-3-(3-chloro-4-((1r,4R)-4-hydroxy-4-methylcyclohexyl)phenyl)-2-methylpropyl)-2-thia-6-azaspiro[3.4]octane 2,2-dioxide